[2-chloro-5-(3-chloro-2-piperazin-1-yl-6-quinolyl)phenyl]methanamine ClC1=C(C=C(C=C1)C=1C=C2C=C(C(=NC2=CC1)N1CCNCC1)Cl)CN